C(CCC)C1=CC=C(C=C1)C=CC#N 3-(4-n-butylphenyl)propenenitrile